3-(4-(4-((3-fluoropyrrolidin-1-yl)sulfonyl)-1H-pyrazol-1-yl)phenyl)-5-(trifluoromethyl)-1,2,4-oxadiazole FC1CN(CC1)S(=O)(=O)C=1C=NN(C1)C1=CC=C(C=C1)C1=NOC(=N1)C(F)(F)F